3-((4-cyano-5-fluoro-2-methoxyphenoxy)methyl)-3-(hydroxymethyl)azetidineAl C(#N)C1=CC(=C(OCC2(CN(C2)C=O)CO)C=C1F)OC